FC1=C(C(=CC(=C1)C)F)S(=O)(=O)Cl 2,6-difluoro-4-methyl-benzenesulfonyl chloride